(2,6-dioxo-3-piperidyl)-5-methoxy-3-methyl-2-oxo-benzimidazol O=C1NC(CCC1C1=C(C=CC=2NC(N(C21)C)=O)OC)=O